COC1=NC(=NC(=N1)C)NC(=O)NS(=O)(=O)C1=C(SC=C1)C(=O)OC methyl 3-[[[[(4-methoxy-6-methyl-1,3,5-triazin-2-yl) amino] carbonyl] amino] sulfonyl]-2-thiophenecarboxylate